N-(2-(5-(5-(2-cyclopentylethyl)-1,2,4-oxadiazol-3-yl)-1H-benzo[d]imidazol-1-yl)ethyl)-4-fluorobenzamide C1(CCCC1)CCC1=NC(=NO1)C1=CC2=C(N(C=N2)CCNC(C2=CC=C(C=C2)F)=O)C=C1